C(CC=C)OC=1C=2N(C=C(N1)C1=CC(=NC=C1Cl)Cl)N=CN2 8-(but-3-en-1-yloxy)-6-(2,5-dichloropyridin-4-yl)-[1,2,4]triazolo[1,5-a]pyrazine